FC=1C=C(C=CC1)/C(/COC)=N/O (Z)-(3-fluorophenyl)-2-methoxy-ethanone oxime